CC1(N=C(C=N1)C1=C(C(=C(C=C1)OCC#N)F)F)C(=O)NC1=CC(=C(C=C1)C(=O)N1CCN(CC1)C(=O)[C@H]1NCC[C@@H]1O)Cl 2-methyl-N-[3-chloro-4-[4-[(2s,3s)-3-hydroxypyrrolidine-2-carbonyl]piperazine-1-carbonyl]phenyl]-5-[4-(cyanomethoxy)-2,3-difluoro-phenyl]-imidazole-2-carboxamide